[O-]CC.[O-]CC.[O-]CC.[Cl-].[Ti+4] titanium chloride triethoxide